5-(pyridin-2-yl)-N-(2-(pyrrolidin-1-yl)ethyl)pyrimidin-2-amine N1=C(C=CC=C1)C=1C=NC(=NC1)NCCN1CCCC1